FC(S(=O)(=O)OC1=CCC2(CCN(C2)C(=O)OC(C)(C)C)CC1)(F)F tert-butyl 8-(((trifluoromethyl)sulfonyl)oxy)-2-azaspiro[4.5]dec-7-ene-2-carboxylate